1-(6-methylpyridin-3-yl)butan-1,4-diol CC1=CC=C(C=N1)C(CCCO)O